[2H]C([2H])([2H])C(C)C[C@@H](C(=O)O)N l-leucine-d3